FC1=CC(=CC2=C1N=C(S2)NC(=O)C2(CN(CCC2)C(C(F)(F)F)=O)C)F N-(4,6-difluoro-1,3-benzothiazol-2-yl)-3-methyl-1-(2,2,2-trifluoroacetyl)piperidine-3-carboxamide